(12AR)-9-(2-chloro-6-hydroxyphenyl)-7,10-difluoro-8-[(trimethylsilyl)ethynyl]-3,4,12,12a-tetrahydro-6H-pyrazino[2,1-c][1,4]benzoxazepine-2(1H)-carboxylic acid tert-butyl ester C(C)(C)(C)OC(=O)N1C[C@@H]2COC3=C(CN2CC1)C(=C(C(=C3F)C3=C(C=CC=C3O)Cl)C#C[Si](C)(C)C)F